N6,N6-dimethyl-adenine 2-Hydroxyethyl-Citronellate OCCC(C(=O)O)C(C)CCC=C(C)C.CN(C1=C2NC=NC2=NC=N1)C